tert-butyl 1-[2-[1-(3-hydroxy-4-nitro-phenyl)-4-piperidyl]ethyl]piperidine-4-carboxylate OC=1C=C(C=CC1[N+](=O)[O-])N1CCC(CC1)CCN1CCC(CC1)C(=O)OC(C)(C)C